FC(C1=NC(=NO1)C1=CC=C(C(=O)O)C=C1)F 4-(5-difluoromethyl-1,2,4-oxadiazole-3-yl)benzoic acid